Cl.FC1=C2C(=CN=CC2=CC=C1)N 5-fluoroisoquinolin-4-amine hydrochloride